[O-2].[Zn+2].[Te+2].[O-2] tellurium-zinc oxide